(R)-2-(4-(piperidin-3-ylthio)phthalazin-1-yl)-5-(trifluoromethyl)phenol N1C[C@@H](CCC1)SC1=NN=C(C2=CC=CC=C12)C1=C(C=C(C=C1)C(F)(F)F)O